BrC=1N=C(C=2N(C1)N=C(N2)C)N2CCC(CC2)(F)F 6-bromo-8-(4,4-difluoropiperidin-1-yl)-2-methyl-[1,2,4]triazolo[1,5-a]pyrazine